Benzyl isopropyl(2-(((2-(2-pyridyl)-1-(phenyl)ethyl)carbamoyl)oxy)ethyl)carbamate C(C)(C)N(C(OCC1=CC=CC=C1)=O)CCOC(NC(CC1=NC=CC=C1)C1=CC=CC=C1)=O